C1=CC=CC=2C3=CC=CC=C3C(C12)COC(=O)N[C@H](C[C@@H]1N(CCC1)C(=O)OC(C)(C)C)CSC1=CC=CC=C1 Tert-butyl (R)-2-((R)-2-((((9H-fluoren-9-yl)methoxy)carbonyl)amino)-3-(phenylthio)propyl)pyrrolidine-1-carboxylate